5-bromo-3-(ethylsulfanyl)-N-methoxy-N-methylpyridine-2-carboxamide BrC=1C=C(C(=NC1)C(=O)N(C)OC)SCC